C(C)(=O)OC(C)CCC propyl-ethyl acetate